2-hydrazino-5-(isopropylthio)-4-(4-(trifluoromethyl)phenyl)thiazole N(N)C=1SC(=C(N1)C1=CC=C(C=C1)C(F)(F)F)SC(C)C